(R)-5-bromo-N-((7-fluoroquinoxalin-6-yl)methyl)-4-(pyrrolidin-3-yloxy)pyridin-3-amine BrC=1C(=C(C=NC1)NCC=1C=C2N=CC=NC2=CC1F)O[C@H]1CNCC1